COC1=NC(=CC=C1NC(=O)C=1C(=NOC1C)C1=CC=CC=C1)C1=NN=C2N1CCN(C2)C (2-methoxy-6-(7-methyl-5,6,7,8-tetrahydro-[1,2,4]triazolo[4,3-a]pyrazin-3-yl)pyridin-3-yl)-5-methyl-3-phenylisoxazole-4-carboxamide